3-[4-amino-5-(trifluoromethyl)pyrrolo[2,1-f][1,2,4]triazin-7-yl]-2-fluoro-N-[(3R,4S)-4-fluoro-1-(2-fluoro-2-methylpropanoyl)pyrrolidin-3-yl]benzamide NC1=NC=NN2C1=C(C=C2C=2C(=C(C(=O)N[C@@H]1CN(C[C@@H]1F)C(C(C)(C)F)=O)C=CC2)F)C(F)(F)F